N[C@]1(CCSC2=C1C=NC(=C2F)C(F)(F)F)CO (S)-(4-amino-8-fluoro-7-(trifluoromethyl)-3,4-dihydro-2H-thiopyrano[3,2-c]pyridin-4-yl)methanol